methyl 4-(4-{2-[2-(tert-butoxy)-2-oxoethoxy]ethoxy}phenyl)-2-[4-(trifluoromethyl)benzoyl]butanoate C(C)(C)(C)OC(COCCOC1=CC=C(C=C1)CCC(C(=O)OC)C(C1=CC=C(C=C1)C(F)(F)F)=O)=O